(E)-1,1-Difluoro-6-(((8R,9S,13S,14S)-13-methyl-17-oxo-7,8,9,11,12,13,14,15,16,17-decahydro-6H-cyclopenta[a]phenanthren-3-yl)oxy)hex-2-en-1-yl acetate C(C)(=O)OC(\C=C\CCCOC=1C=CC=2[C@H]3CC[C@@]4(C(CC[C@H]4[C@@H]3CCC2C1)=O)C)(F)F